CC(C(C)S(=O)[O-])CC=O 3-METHYL-5-OXOPENTANE-2-SULFINATE